CN[C@H](C(=O)O)COC1=CC=CC=C1 (2S)-2-(methylamino)-3-phenoxypropanoic acid